FC(C1=C(C(=O)NN)C=CC=N1)(F)F 2-(2-(trifluoromethyl)nicotinoyl)hydrazine